NC1=NC=C(C2=C1C(=C(N2COCC[Si](C)(C)C)C2=CCC1(CCN(CC1)C(=O)OC(C)(C)C)CC2)C2=NC=CC=N2)C#N tert-butyl 9-(4-amino-7-cyano-3-(pyrimidin-2-yl)-1-((2-(trimethylsilyl)-ethoxy)methyl)-1H-pyrrolo[3,2-c]pyridin-2-yl)-3-azaspiro[5.5]undec-8-ene-3-carboxylate